4-hydroxy-6-(1-isopropyl-1H-1,2,3-triazol-4-yl)pyrazolo[1,5-a]Pyridine-3-Nitrile OC=1C=2N(C=C(C1)C=1N=NN(C1)C(C)C)N=CC2C#N